C[C@H]1N(CCOC1)C1=CC(=C2C(=N1)NC=C2)C2(CC2)S(=O)(=O)C (R)-3-methyl-4-(4-(1-(methylsulfonyl)cyclopropyl)-1H-pyrrolo[2,3-b]pyridin-6-yl)morpholine